ClC1=C(C(=O)NCCC(=O)N\N=C\[C@]2([C@@H](N3C(C[C@H]3S2(=O)=O)=O)C(=O)O)C)C=CC(=C1O)O (2S,3R,5R)-3-((E)-(2-(3-(2-chloro-3,4-dihydroxybenzamido)propanoyl)hydrazono)methyl)-3-methyl-7-oxo-4-thia-1-azabicyclo[3.2.0]heptane-2-carboxylic acid 4,4-dioxide